alpha-ethynyl-17beta-hydroxy-18-methyl-3-methoxyestra-2,5(10)-diene C(#C)C([C@@]12[C@H](CC[C@H]1[C@@H]1CCC=3CC(=CCC3[C@H]1CC2)OC)O)C